BrC1=CC=C(OC[C@@H]2COC[C@](O2)(C)COCCF)C=C1 (2r,6s)-6-((4-bromophenoxy)methyl)-2-((2-fluoroethoxy)methyl)-2-methyl-1,4-dioxan